ClC1=CC(=C(OCCC(B2OC(C(O2)(C)C)(C)C)NC([C@@H](COC)NC(=O)C2=NC=CN=C2)=O)C=C1)C N-[(1R)-2-[[(7R)-3-(4-chloro-2-methyl-phenoxy)-1-(4,4,5,5-tetramethyl-1,3,2-dioxaborolan-2-yl)propyl]amino]-1-(methoxymethyl)-2-oxo-ethyl]pyrazine-2-carboxamide